C(#C)C=1C=C(C=CC1)C1=C(N)C=CC=C1 2-(3-ethynyl-phenyl)aniline